(1S,3'R,4'S,5'S,6'R)-6-[(4-ethylphenyl)methyl]-3',4',5',6'-tetrahydro-6'-(hydroxymethyl)-spiro[isobenzofuran-1(3H),2'-(2H)pyran]-3',4',5'-triol C(C)C1=CC=C(C=C1)CC1=CC=C2CO[C@]3(O[C@@H]([C@H]([C@@H]([C@H]3O)O)O)CO)C2=C1